(5'S,7a'R)-3-[(5-methoxypyridin-3-yl)oxy]-5'-phenyltetrahydro-3'H-spiro[cyclobutane-1,2'-pyrrolo[2,1-b][1,3]oxazol]-3'-one COC=1C=C(C=NC1)OC1CC2(C(N3[C@H](O2)CC[C@H]3C3=CC=CC=C3)=O)C1